7-(5-(dimethylcarbamoyl)pyridin-2-yl)-3-isopropylimidazo[1,5-a]pyridine-1-carboxylic acid CN(C(=O)C=1C=CC(=NC1)C1=CC=2N(C=C1)C(=NC2C(=O)O)C(C)C)C